C1(CC1)S(=O)(=O)N1N=CC(=C1)C1=NC=CC(=N1)NC1=NC=C(C(=C1)NC1CCC(CC1)(O)C)C1=NN(C(=C1)C)C (1s,4s)-4-((2-((2-(1-(Cyclopropylsulfonyl)-1H-pyrazol-4-yl)pyrimidin-4-yl)amino)-5-(1,5-dimethyl-1H-pyrazol-3-yl)pyridin-4-yl)amino)-1-methylcyclohexan-1-ol